1-(6-(2,6-dichloro-4-(5-oxo-4,5-dihydro-1,2,4-oxadiazole-3-carboxamido) phenoxy)-3-oxo-2,3-dihydropyridazin-4-yl)propyl acetate C(C)(=O)OC(CC)C=1C(NN=C(C1)OC1=C(C=C(C=C1Cl)NC(=O)C1=NOC(N1)=O)Cl)=O